CN1N=CC(=C1NC(O[C@H](C)C1=C(C=CC=C1)F)=O)C1=NC=C(C=N1)NS(=O)(=O)C (R)-1-(2-fluorophenyl)ethyl (1-methyl-4-(5-(methylsulfonamido)pyrimidin-2-yl)-1H-pyrazol-5-yl)carbamate